C1(=CC=CC=C1)C1=CNC2=NC=C3C(=C21)C2(C(N3)=O)CNC2 1'-phenyl-3',6'-dihydro-7'H-spiro[azetidine-3,8'-dipyrrolo[2,3-b:3',2'-d]pyridin]-7'-one